CC1OCCC1(C)NC(C1=NC=CC(=C1)N1C=NC=C1)=O N-(2,3-dimethyltetrahydrofuran-3-yl)-4-(1H-imidazol-1-yl)picolinamide